2-[6-(tert-butoxycarbonylamino)pyridazin-3-yl]acetic acid C(C)(C)(C)OC(=O)NC1=CC=C(N=N1)CC(=O)O